Cl.COCC(CC(=O)NC)NCCOC 4-methoxy-3-(2-methoxyethylamino)-N-methylbutanamide hydrochloride